NC1(CC1)COC=1C=C(C=2N(C1)N=CC2C#N)C=2C=CC(=NC2)N2CCC(CC2)(C)NC(=O)C2=NC=CC=C2CCl N-(1-(5-(6-((1-aminocyclopropyl)methoxy)-3-cyanopyrazolo[1,5-a]pyridin-4-yl)pyridin-2-yl)-4-Methylpiperidin-4-yl)-3-chloromethylpyridineamide